ClC1=CC=C(C=C1)C1=NC(=NO1)CCC(=O)N [5-(4-chlorophenyl)-1,2,4-oxadiazol-3-yl]methylacetamide